COC(C1=CC(=CC(=C1)C(F)(F)F)C1CC1)=O 3-cyclopropyl-5-(trifluoromethyl)benzoic acid methyl ester